(S)-Ethyl 3-(6-methoxypyridin-3-yl)-3-(3-(2-(5,6,7,8-tetrahydro-1,8-naphthyridin-2-yl)vinyl)azetidine-1-carboxamido)propanoate COC1=CC=C(C=N1)[C@H](CC(=O)OCC)NC(=O)N1CC(C1)C=CC1=NC=2NCCCC2C=C1